l-5-methyl-nicotinamide CC=1C=NC=C(C(=O)N)C1